1-(5-(8-chloro-[1,2,4]triazolo[1,5-a][1,6]naphthyridin-4-yl)-4-methylpyridin-2-yl)propan-1,2,2,3,3,3-d6-1-ol ClC1=NC=C2C=C(C=3N(C2=C1)N=CN3)C=3C(=CC(=NC3)C(C(C([2H])([2H])[2H])([2H])[2H])(O)[2H])C